((1-(3-bromo-2-((tert-butyldimethylsilyl)oxy)-5-chlorophenyl)vinyl)oxy)(tert-butyl)dimethylsilane BrC=1C(=C(C=C(C1)Cl)C(=C)O[Si](C)(C)C(C)(C)C)O[Si](C)(C)C(C)(C)C